[N+](=O)([O-])C1=CC=C(C=C1)N1C2(CC2)CN(CC1)C(=O)OC(C)(C)C Tert-butyl 4-(4-nitrophenyl)-4,7-diazaspiro[2.5]octane-7-carboxylate